C(C)(=O)NNC(=O)C12CC(CC(N1C(=O)NC1=CC(=C(C=C1)C(F)(F)F)C=1OC=C(N1)C)C2)C cis-1-(2-acetylhydrazine-1-carbonyl)-3-methyl-N-(3-(4-methyloxazol-2-yl)-4-(trifluoromethyl)phenyl)-6-azabicyclo[3.1.1]heptane-6-carboxamide